3-[2-[4-(8-chloro-2-quinolinyl)phenoxy]ethoxy]cyclobutanecarboxylic acid methyl ester COC(=O)C1CC(C1)OCCOC1=CC=C(C=C1)C1=NC2=C(C=CC=C2C=C1)Cl